N=1NC=C2CNCCC21 2,4,6,7-tetrahydro-pyrazolo[4,3-c]pyridine